1,1,1-Trifluoro-N-{2-[(3S,4R)-4-hydroxy-3-(pyridin-2-ylmethyl)-3,4-dihydro-2H-chromen-7-yl]phenyl}methansulfonamid FC(S(=O)(=O)NC1=C(C=CC=C1)C1=CC=C2[C@@H]([C@H](COC2=C1)CC1=NC=CC=C1)O)(F)F